3-((tert-Butoxycarbonyl)(methyl)amino)propyl 4-methylbenzenesulfonate CC1=CC=C(C=C1)S(=O)(=O)OCCCN(C)C(=O)OC(C)(C)C